19-bromo-4,6,8,10,12,14,16-heptamethylnonadecyl butyloxymethyl ether C(CCC)OCOCCCC(CC(CC(CC(CC(CC(CC(CCCBr)C)C)C)C)C)C)C